2-(4-bromo-3-methyl-pyrazol-1-yl)cyclopentanone BrC=1C(=NN(C1)C1C(CCC1)=O)C